C(C)(C)(C)OC(=O)NCCC=1OC2=C(C1)C=C(C=C2[C@@H](C)NC2=NC=1N(C=C2)N=CC1C(=O)OCC)F Ethyl (1R)-5-((1-(2-(2-((tert-butoxycarbonyl)amino)ethyl)-5-fluorobenzofuran-7-yl)ethyl)amino)pyrazolo[1,5-a]pyrimidine-3-carboxylate